C(=C\CCCCC(=O)O)/CC(=O)O.ClC1=C(NC2=NC=CC=C2C2=CC(=NC=N2)NC2=C(C=C(C=C2)OC2COCC2)NC(C=C)=O)C(=C(C=C1OC)OC)Cl N-[2-[[6-[2-(2,6-dichloro-3,5-dimethoxy-anilino)-3-pyridinyl]pyrimidin-4-yl]amino]-5-tetrahydrofuran-3-yloxy-phenyl]prop-2-enamide (2E)-pentene-1,5-diyl-diacetate